1-(tetrahydropyran-3-ylmethyl)-1,2,4-triazole-3-carboxamide O1CC(CCC1)CN1N=C(N=C1)C(=O)N